ClC1=NC(=CC(=C1C(=O)NC=1SC2=C(N1)CN(C2)C(=O)C2CCC(CC2)CO)C2=CC=NC=C2OC)C chloro-N-(5-((1s,4s)-4-(hydroxymethyl)cyclohexane-1-carbonyl)-5,6-dihydro-4H-pyrrolo[3,4-d]thiazol-2-yl)-5'-methoxy-6-methyl-[4,4'-bipyridine]-3-carboxamide